S1C(=CC2=C1C=CC=C2)CC=2C=C(C=CC2F)[C@@H]2O[C@@H]([C@H]([C@@H]([C@H]2O)O)O)CO (2S,3R,4R,5S,6R)-2-[3-(1-benzothiophen-2-ylmethyl)-4-fluorophenyl]-6-(hydroxymethyl)oxane-3,4,5-triol